BrC1=CC=C2C(=C(C(=NC2=C1F)Cl)[N+](=O)[O-])Cl 7-Bromo-2,4-dichloro-8-fluoro-3-nitroquinoline